ClC=1C(=NC(=NC1)NC=1C=NC=CC1)NC1=CC(=CC=C1)C(F)(F)F 5-chloro-N2-(pyridin-3-yl)-N4-(3-(trifluoromethyl)phenyl)pyrimidine-2,4-diamine